tert-butyl 4-(4-(4-((2,6-dioxopiperidin-3-yl)amino)-2-fluorophenyl)piperazin-1-yl)-3,3-difluoropiperidine-1-carboxylate O=C1NC(CCC1NC1=CC(=C(C=C1)N1CCN(CC1)C1C(CN(CC1)C(=O)OC(C)(C)C)(F)F)F)=O